C(CCCCCCCC\C=C/C\C=C/CCCC)C(CCCCCCCCC\C=C/C\C=C/CCCC)OC(CCCNCCCC(OCC)OCC)=O [(11Z,14Z)-1-[(10Z,13Z)-octadeca-10,13-dienyl]nonadeca-11,14-dienyl]-4-(4,4-diethoxybutyl-amino)butanoate